FC1=C(C=CC(=C1)F)[C@@]1(OCC(C1)=C)CN1N=CN=C1 (R)-1-((2-(2,4-difluorophenyl)-4-methylenetetrahydrofurane-2-yl)methyl)-1H-1,2,4-triazole